(6-(2-(aminomethyl)pyrimidin-5-yl)-2-methoxypyridin-3-yl)-4-(5-chloropyridin-2-yl)-1-methyl-1H-1,2,3-triazole-5-carboxamide hydrochloride Cl.NCC1=NC=C(C=N1)C1=CC=C(C(=N1)OC)NC(=O)C1=C(N=NN1C)C1=NC=C(C=C1)Cl